7-(2-methoxyethyl)-1,3-dimethyl-8-(methylsulfonyl)-3,7-dihydro-1H-purine-2,6-dione COCCN1C(=NC=2N(C(N(C(C12)=O)C)=O)C)S(=O)(=O)C